CC=1C=CC(=NC1)N(C(OC1=CC=CC=C1)=O)C(=O)OC1=CC=CC=C1 phenyl N-(5-methylpyridin-2-yl)-N-(phenoxycarbonyl)carbamate